cyclopentyldiethylaminodimethoxysilane C1(CCCC1)[Si](OC)(OC)N(CC)CC